ClC=1C=C(C=C(C1OCCCl)C#N)C(C)(C)C1=CC=C(C=C1)C=1C=C2C(=NC(=NC2=CC1)NS(=O)(=O)C)NCCOCC=O N-[6-[4-[1-[3-chloro-4-(2-chloroethoxy)-5-cyano-phenyl]-1-methyl-ethyl]phenyl]-4-[2-(2-oxoethoxy)ethylamino]quinazolin-2-yl]methanesulfonamide